5-deoxy-3'-O-methyl-taxifolin COC=1C=C([C@H]2OC3=CC(=CC=C3C([C@@H]2O)=O)O)C=CC1O